C(C)(=O)OC=1C(=C(C=C(C1)Br)CC(=O)[O-])[C@@H]1C=C(CC[C@H]1C(=C)C)C [3-Acetoxy-5-bromo-2-[(1R,6R)-6-isopropenyl-3-methyl-cyclohex-2-en-1-yl]phenyl]acetate